CC=1C=C(S(=O)O)C=CC1 3-methylthiabenzoic acid